NC=1C2=C(N=CN1)N(C=C2)[C@H]2[C@@H]([C@@H]([C@H](C2)[C@](C)(O)C2=CC=1CCC1C=C2)O)O (1R,2S,3R,5S)-3-(4-amino-7H-pyrrolo[2,3-d]pyrimidin-7-yl)-5-((S)-1-(bicyclo[4.2.0]octa-1(6),2,4-trien-3-yl)-1-hydroxyethyl)cyclopentane-1,2-diol